C(C)N1CC(OCC1)CCOC=1C=CC=2C=3N(C(=NC2C1OC)C1=C(C(=O)N)C=CC=N1)CCN3 8-[2-(4-ethylmorpholin-2-yl)ethoxy]-7-methoxy-2,3-dihydroimidazo[1,2-c]quinazolin-5-yl-nicotinamide